Methyl 2-(tert-butoxycarbonyl)-1-((benzyloxy) methyl)-2-azabicyclo[2.1.1]hexane-4-carboxylate C(C)(C)(C)OC(=O)N1C2(CC(C1)(C2)C(=O)OC)COCC2=CC=CC=C2